2-((1S,4s)-4-hydroxycyclohexyl)-6-methoxy-N-(1-methyl-2-oxo-1,2-dihydropyridin-3-yl)-2H-indazole-5-carboxamide OC1CCC(CC1)N1N=C2C=C(C(=CC2=C1)C(=O)NC=1C(N(C=CC1)C)=O)OC